FC=1C=C(C#N)C=CC1N1CC(N(C2(CC(C2)C=2OC(=CN2)C)C1=O)CC1=CC=C(C=C1)C(F)(F)F)=O 3-fluoro-4-((2r,4r)-2-(5-methyloxazol-2-yl)-6,9-dioxo-5-(4-(trifluoromethyl)benzyl)-5,8-diazaspiro[3.5]nonan-8-yl)benzonitrile